(E)-1-(3-((4-(4-(2-amino-4-(difluoromethyl)pyrimidin-5-yl)-6-morpholino-1,3,5-triazin-2-yl)piperazin-1-yl)methyl)azetidin-1-yl)hept-5-ene-1,4-dione NC1=NC=C(C(=N1)C(F)F)C1=NC(=NC(=N1)N1CCOCC1)N1CCN(CC1)CC1CN(C1)C(CCC(\C=C\C)=O)=O